(Z)-3-(4-formylphenyl)-2-(4-nitrophenyl)acrylonitrile C(=O)C1=CC=C(C=C1)\C=C(/C#N)\C1=CC=C(C=C1)[N+](=O)[O-]